N-[(3-Fluorophenyl)-methyl]-1-(3-methoxy-propyl)-4-methyl-2-oxo-7-(trifluoromethyl)-1H-quinoline-3-carboxylic acid amide FC=1C=C(C=CC1)CNC(=O)C=1C(N(C2=CC(=CC=C2C1C)C(F)(F)F)CCCOC)=O